CN1C(=NN=C1)C[C@@H](C)C1=CC(=CC=C1)B1OC(C(O1)(C)C)(C)C (R)-4-methyl-3-(2-(3-(4,4,5,5-tetramethyl-1,3,2-dioxaborolan-2-yl)phenyl)propyl)-4H-1,2,4-triazole